BrC1=C(C=CC=C1)C1N(CC(CC1)C(F)(F)F)C(=O)OC(C)(C)C tert-Butyl 2-(2-bromophenyl)-5-(trifluoromethyl)piperidine-1-carboxylate